(R)-2-cyclopropyl-4-((1-(6-(trifluoromethyl)pyridin-3-yl)pyrrolidin-3-yl)methoxy)pyrimidine-5-carbonitrile C1(CC1)C1=NC=C(C(=N1)OC[C@H]1CN(CC1)C=1C=NC(=CC1)C(F)(F)F)C#N